ethylene glycol di(2-ethylhexyl)undecyl-palmitate C(C)C(CC(C(C(=O)OCCO)(CCCCCCCCCCC)CC(CCCC)CC)CCCCCCCCCCCCC)CCCC